Cl[O-].[Ca+2].OC12CC3(CC(CC(C1)C3)C2)O.Cl[O-] 1,3-dihydroxyadamantane calcium hypochlorite